[Si](C1=CC=CC=C1)(C1=CC=CC=C1)(C(C)(C)C)OC[C@@H]1CC[C@H]2CCCN12 (3s,7ar)-3-(((tert-butyldiphenylsilyl)oxy)methyl)hexahydro-1H-pyrrolizine